(S)-tetrahydrofuranyl chloride O1[C@H](CCC1)Cl